Benzyl Propionate (benzyl propanoate) C(C1=CC=CC=C1)C(C(=O)O)C.C(CC)(=O)OCC1=CC=CC=C1